5'-iodo-2'-(S-methylsulfonimidoyl)-1,1':3',1''-terphenyl IC=1C=C(C(=C(C1)C1=CC=CC=C1)S(=O)(=N)C)C1=CC=CC=C1